3-icosylglycero-1-phospho-glycerol C(CCCCCCCCCCCCCCCCCCC)OCC(COP(=O)(O)OCC(O)CO)O